C(C1=CC=CC=C1)OC(=O)N1[C@H]([C@H](C[C@H](C1)NC(=O)OC(C)(C)C)O)C |r| rac-benzyl-(2S,3S,5R)-5-((tert-butoxycarbonyl) amino)-3-hydroxy-2-methylpiperidine-1-carboxylate